(R)-N-(6-(3-(tert-butylamino)pyrrolidin-1-yl)pyridazin-3-yl)-7-ethoxy-2-methylimidazo[1,2-a]pyridine-6-carboxamide C(C)(C)(C)N[C@H]1CN(CC1)C1=CC=C(N=N1)NC(=O)C=1C(=CC=2N(C1)C=C(N2)C)OCC